(1R,3R,4R)-N-((S)-1-cyano-2-((R)-2-oxopiperidin-3-yl)ethyl)-2-((R)-3-cyclopropyl-2-((1-methyl-1H-pyrazol-4-yl)amino)propanoyl)-5,5-difluoro-2-azabicyclo[2.2.2]octane-3-carboxamide C(#N)[C@H](C[C@@H]1C(NCCC1)=O)NC(=O)[C@@H]1N([C@H]2CC([C@@H]1CC2)(F)F)C([C@@H](CC2CC2)NC=2C=NN(C2)C)=O